N-(2,4-dimethoxybenzyl)-N'-(2-(pyridin-2-yl)ethyl)oxalamide COC1=C(CNC(C(=O)NCCC2=NC=CC=C2)=O)C=CC(=C1)OC